C(CC)(=O)OCCCCCCCCCCCCCCCCCCCC n-eicosyl propionate